FC1=C(C(=O)NC2=CC(=C(C=C2)F)C(NO)=O)C(=CC(=C1F)F)OC1=C(C=C(C=C1)F)C 2,3,4-trifluoro-6-(4-fluoro-2-methylphenoxy)-N-(4-fluoro-3-(N-hydroxycarbamoyl)phenyl)benzamide